3-Z-[1-(4-(N-methylsulphonyl-N-(2-dimethylamino-ethyl)-amino)-anilino)-1-methyl-methylene]-6-carbamoyl-2-indolinone CS(=O)(=O)N(CCN(C)C)C1=CC=C(N\C(\C)=C\2/C(NC3=CC(=CC=C23)C(N)=O)=O)C=C1